3-ethyl-2,7-diazaspiro[4.4]nonan-1-one TFA salt OC(=O)C(F)(F)F.C(C)C1NC(C2(C1)CNCC2)=O